5-(tert-butyl) 4-methyl (S)-2,6-dihydropyrrolo[3,4-c]pyrazole-4,5(4H)-dicarboxylate N=1NC=C2C1CN([C@@H]2C(=O)OC)C(=O)OC(C)(C)C